methyl N-[4-carbamoyl-1-[4-(cyanomethyl)-1-[[4-(cyclopenten-1-yl)-3-hydroxy-phenyl]methyl]-3-fluoro-4-piperidyl]pyrazol-3-yl]carbamate C(N)(=O)C=1C(=NN(C1)C1(C(CN(CC1)CC1=CC(=C(C=C1)C1=CCCC1)O)F)CC#N)NC(OC)=O